C(C)(C)(C)NC(O[C@H]1C[C@H](CC1)C1=CC(=NN1)NC(CC1=NC=C(N=C1)C(F)(F)F)=O)=O (1R,3S)-3-[3-({[5-(trifluoromethyl) pyrazin-2-yl]acetyl}amino)-1H-pyrazol-5-yl]cyclopentyl tert-butylcarbamate